3-(7-(3-(pyrrolidin-3-yl)phenyl)heptyl)benzamidine N1CC(CC1)C=1C=C(C=CC1)CCCCCCCC=1C=C(C(=N)N)C=CC1